(7-(3-methoxy-4-methylphenoxy)-2-azaspiro[3.5]nonan-2-yl)methanone COC=1C=C(OC2CCC3(CN(C3)C=O)CC2)C=CC1C